C(C1=CC=CC=C1)OC(=O)NCC1=C(C=NN1C)C=1N=C(C(=NC1)O[C@@H]1C[C@H](CC1)C(=O)O)C |r| (±)-Trans-3-((5-(5-((((benzyloxy)carbonyl)amino)methyl)-1-methyl-1H-pyrazol-4-yl)-3-methylpyrazin-2-yl)oxy)cyclopentanecarboxylic acid